Methyl (S)-4-((3-fluoro-7-((1-hydroxyhex-3-yl) amino)-5-((methoxycarbonyl) amino)-1H-pyrazolo[4,3-d]pyrimidin-1-yl) methyl)-3-methoxybenzoate FC1=NN(C2=C1N=C(N=C2N[C@H](CCO)CCC)NC(=O)OC)CC2=C(C=C(C(=O)OC)C=C2)OC